ClC1=C(C#N)C=CC(=C1)N1CC2(C[C@@H]1C)CCN(CC2)C2=CC=C(C=C2)C(=O)N2CCC(CC2)CN2CCN(CC2)C2=NC=CC(=C2)N[C@H]2C(NC(CC2)=O)=O 2-Chloro-4-((S)-8-(4-(4-((4-(4-(((R)-2,6-dioxopiperidin-3-yl)amino)pyridin-2-yl)piperazin-1-yl)methyl)piperidine-1-carbonyl)phenyl)-3-methyl-2,8-diazaspiro[4.5]decan-2-yl)benzonitrile